(2R,3R,4R,5R)-3-allyl-4-(benzyloxy)-5-(benzyloxymethyl)-3-hydroxytetrahydrofuran C(C=C)[C@]1(CO[C@@H]([C@H]1OCC1=CC=CC=C1)COCC1=CC=CC=C1)O